2-ethoxy-2-methyl-1-(ethoxycarbonyl)methyl-1-aza-2-silacyclopentane C(C)O[Si]1(N(CCC1)CC(=O)OCC)C